5-hydroxymethyl-furoic acid methyl ester COC(=O)C=1OC(=CC1)CO